2-[4-(1-aminocyclobutyl)phenyl]-3-phenyl-imidazo[1,2-b]pyridazine-6-carboxamide NC1(CCC1)C1=CC=C(C=C1)C=1N=C2N(N=C(C=C2)C(=O)N)C1C1=CC=CC=C1